O=C1N(CCC(N1)=O)C=1C=NN2C1C=CC(=C2)N2CCN(CC2)CC2CCCCC2 4-((4-(3-(2,4-dioxotetrahydropyrimidin-1(2H)-yl)pyrazolo[1,5-a]pyridin-6-yl)piperazin-1-yl)methyl)cyclohexane